CS(=O)(=O)N1CCC1 1-methanesulfonylazetidin